NCC1=NC=CC(=C1F)C1=CC(=CC=2SC(=CC21)Cl)COC2=C(C=CC=C2)CC(=O)O 2-(2-((4-(2-(aminomethyl)-3-fluoropyridin-4-yl)-2-chlorobenzo[b]thiophen-6-yl)methoxy)phenyl)acetic acid